COC1=CC(=C(C=C1NC1=NC=NC(=C1)N1OCC[C@@H]1C1=CC=CC=C1)NC(C=C)=O)N1CCOCC1 N-(4-methoxy-2-morpholino-5-((6-((R)-3-phenylisoxazolidin-2-yl)pyrimidin-4-yl)amino)phenyl)acrylamide